C(CCCCCCCCC(=O)[O-])(=O)[O-].[NH4+].[NH4+] Diammonium Decanedioate